BrCC(C(C1CC(CCC1)(F)F)NC(OCC1=CC=CC=C1)=O)=O benzyl (3-bromo-1-(3,3-difluorocyclohexyl)-2-oxopropyl)carbamate